3,4-Epoxycyclohexylmethylmethacrylat C1(CC2C(CC1)O2)COC(C(=C)C)=O